propyl-methanesulfonamide C(CC)CS(=O)(=O)N